1-(1H-indol-3-yl)-3-(5-methyl-6-(1-(2,2,2-trifluoroethyl)piperidin-4-yl)pyridin-3-yl)urea N1C=C(C2=CC=CC=C12)NC(=O)NC=1C=NC(=C(C1)C)C1CCN(CC1)CC(F)(F)F